P(=O)(O)(O)O[C@H]1[C@H]([C@@](O[C@@H]1CO)(N1C(=O)N=C(N)C=C1)OC)O methoxycytidine-3'-phosphate